(2R,3R,4R,5R)-5-(3-azidopropyl)-2-((bis(4-methoxyphenyl)(phenyl)-methoxy)methyl)-4-methoxytetrahydrofuran-3-ol N(=[N+]=[N-])CCC[C@@H]1[C@@H]([C@@H]([C@H](O1)COC(C1=CC=CC=C1)(C1=CC=C(C=C1)OC)C1=CC=C(C=C1)OC)O)OC